[Si](=O)=O.[V].[Mo].[W] tungsten-molybdenum-vanadium-silicon dioxide